COC(C(C(C)C)C1=CC(=NO1)OCCCC#CC=1C(=NC=2N(C1)C=C(N2)C2=C(C=CC=C2)O)N)=O.C(C)(C)(C)OOC(C)(C)OOC(C)(C)C 2,2-bis(tert-butylperoxy)propane methyl-2-[3-[5-[7-amino-2-(2-hydroxyphenyl)imidazo[1,2-a]pyrimidin-6-yl]pent-4-ynoxy]isoxazole-5-yl]-3-methyl-butanoate